O=C1N(CCCCC1)C(=O)N hexahydro-2-oxo-1H-azepine-1-carboxamide